2-chloro-3-fluoro-6-picoline 1-oxide ClC1=[N+](C(=CC=C1F)C)[O-]